C1(CCCCC1)C(C(=O)NC1CCCCC1)N1C(=NC2=C1C=C(C=C2)F)C=2NC=CC2 2,N-dicyclohexyl-2-[6-fluoro-2-(1H-pyrrol-2-yl)-benzimidazol-1-yl]-acetamide